2-[6-[(4aS,8aR)-2,3,4a,5,6,7,8,8a-octahydropyrido[4,3-b][1,4]oxazin-4-yl]pyridazin-3-yl]-3-methyl-5-(trifluoromethyl)phenol O1[C@H]2[C@@H](N(CC1)C1=CC=C(N=N1)C1=C(C=C(C=C1C)C(F)(F)F)O)CNCC2